[2H]C1=CC=CC(=C1[2H])C(=O)N([2H])C([2H])([2H])C(=O)O hippuric acid-d5